1-isopropyl-3-methyl-1,5-dihydro-4H-pyrazolo[3,4-d]pyridazin-4-one C(C)(C)N1N=C(C2=C1C=NNC2=O)C